CC1(C2(CN(CC(C(N1C)C=1N=CSC1)C2=O)C)C)C=2N=CSC2 dimethyl-2,4-bis(thiazol-4-yl)-3,7-dimethyl-3,7-diaza-bicyclo[3.3.1]nonan-9-one